6-(cyclopropanecarboxamido)-4-((2-methoxy-3-(1-(tetrahydro-2H-pyran-3-yl)-1H-pyrazol-4-yl)phenyl)amino)pyridazine-3-carboxamide C1(CC1)C(=O)NC1=CC(=C(N=N1)C(=O)N)NC1=C(C(=CC=C1)C=1C=NN(C1)C1COCCC1)OC